O1NN(CC=C1)C1=CC=C(C=C1)C1=CN=CC=2C(CCCC12)NC(CC)=O N-(4-(4-(oxadiazine-3-yl)phenyl)-5,6,7,8-tetrahydroisoquinolin-8-yl)propanamide